piperazin-1-yl-[(2s,4r)-4-hydroxy-1,1-dimethyl-pyrrolidin-1-ium-2-yl]methanone N1(CCNCC1)C(=O)[C@H]1[N+](C[C@@H](C1)O)(C)C